CC1=CC=C(C=C1)P(C1=CC=C(C=C1)C)C1=CC=C(C=C1)C tri-(4-methylphenyl)phosphine